C(C1=CC=CC=C1)OC1=C(OC2=C(C=O)C=CC=N2)C=CC=C1 2-(2-(benzyloxy)phenoxy)nicotinaldehyde